C(C)(C)(C)OC(N(C(=O)OC(C)(C)C)C=1C=NC(=C(C1C)Br)C)=O (5-bromo-4,6-dimethylpyridin-3-yl)(tert-butoxycarbonyl)carbamic acid tert-butyl ester